(E)-N-methyl-4-phenyl-6-styrylquinolin-2-amine CNC1=NC2=CC=C(C=C2C(=C1)C1=CC=CC=C1)\C=C\C1=CC=CC=C1